tert-butyl 6-[7-[4-fluoro-2-(2-methoxyethoxy)phenyl]-6-[6-(prop-2-enoylamino)-1H-benzimidazol-2-yl]thieno[3,2-c]pyridin-4-yl]-3,4-dihydro-1H-isoquinoline-2-carboxylate FC1=CC(=C(C=C1)C=1C2=C(C(=NC1C1=NC3=C(N1)C=C(C=C3)NC(C=C)=O)C=3C=C1CCN(CC1=CC3)C(=O)OC(C)(C)C)C=CS2)OCCOC